(S)-1-(2-((2,2'-dichloro-3'-((2-(difluoromethyl)pyrido[3,2-d]pyrimidin-4-yl)amino)-[1,1'-biphenyl]-3-yl)carbamoyl)-4,5,6,7-tetrahydropyrazolo[1,5-a]pyridin-4-yl)piperidine ClC1=C(C=CC=C1NC(=O)C1=NN2C([C@H](CCC2)N2CCCCC2)=C1)C1=C(C(=CC=C1)NC=1C2=C(N=C(N1)C(F)F)C=CC=N2)Cl